N-(1-(2-chloropyrimidin-4-yl)propyl)-4-(6-ethoxypyrazin-2-yl)-2-fluorobenzamide ClC1=NC=CC(=N1)C(CC)NC(C1=C(C=C(C=C1)C1=NC(=CN=C1)OCC)F)=O